tert-butyl 3-(3-fluoro-5-methoxy-1,6-naphthyridin-7-yl)pyrrolidine-1-carboxylate FC=1C=NC2=CC(=NC(=C2C1)OC)C1CN(CC1)C(=O)OC(C)(C)C